indium-zirconium [Zr].[In]